[N+](=O)([O-])C1=CC=C(C=C1)C=1CC=NCC1 4-(4-nitrophenyl)-3,6-dihydropyridine